C(C)OC1=NC(=CC(=C1)C(CCN(C)C)=O)OCC 1-(2,6-Diethoxypyridin-4-yl)-3-(dimethylamino)propan-1-one